N1=C(C=CC=C1)C#CC12CN(CC2C1)C(=O)N1CCCC1 (1-(Pyridin-2-ylethynyl)-3-azabicyclo[3.1.0]hexan-3-yl)(pyrrolidin-1-yl)methanon